CC(CN)CNC1=NC=C(C=N1)SC 2-methyl-N3-(5-(methylthio)pyrimidin-2-yl)propane-1,3-diamine